D-2-amino-5-(p-toluenesulfonyl)pyrazolo[1,5-a]pyrimidine-3-carboxylic acid tert-butyl ester C(C)(C)(C)OC(=O)C=1C(=NN2C1N=C(C=C2)S(=O)(=O)C2=CC=C(C)C=C2)N